ClC=1C(=CC2=C(C[C@@](O2)([C@H]2NCCC2)C2=CC=C(C=C2)F)C1C=1C(=CC2=C(OCCO2)C1F)C(=O)N)F (S)-7-((S)-5-Chloro-6-fluoro-2-(4-fluorophenyl)-2-((S)-pyrrolidin-2-yl)-2,3-dihydrobenzofuran-4-yl)-8-fluoro-2,3-dihydrobenzo[b][1,4]dioxine-6-carboxamide